C(C#C)OCCOC1=CC2=C(N(C=N2)C2=CC=C(N)C=C2)C=C1 4-[5-(2-prop-2-ynyloxy-ethoxy)-benzoimidazol-1-yl]-aniline